7-(benzyloxy)-6-(methoxycarbonyl)furo[3,2-c]pyridine 5-oxide C(C1=CC=CC=C1)OC=1C2=C(C=[N+](C1C(=O)OC)[O-])C=CO2